CC[C@H]1CN2CC[C@H]1C[C@H]2[C@H](C3=C4C=C(C=CC4=NC=C3)OC)NC(=S)NC5=CC(=CC(=C5)C(F)(F)F)C(F)(F)F N-[3,5-bis(trifluoromethyl)phenyl]-N'-[(8a,9S)-10,11-dihydro-6'-methoxy-9-cinchonanyl]thiourea